7-(trifluoromethyl)oct-3-ene FC(C(CCC=CCC)C)(F)F